((3R,4R)-3-fluoro-4-(4-hydroxyphenyl)piperidin-1-yl)-2-(4-methylbenzyl)-1,2-oxazinan-3-one F[C@H]1CN(CC[C@@H]1C1=CC=C(C=C1)O)C1C(N(OCC1)CC1=CC=C(C=C1)C)=O